N-(3-bromopropyl)-6-chloroisatin BrCCCN1C(=O)C(=O)C2=CC=C(C=C12)Cl